(S)-2-(1-(5-fluoro-4-methoxypyridin-2-yl)ethyl)-7-((2-(methylamino)-1H-imidazol-1-yl)methyl)-5-(morpholinomethyl)-3,4-dihydroisoquinolin-1(2H)-one FC=1C(=CC(=NC1)[C@H](C)N1C(C2=CC(=CC(=C2CC1)CN1CCOCC1)CN1C(=NC=C1)NC)=O)OC